11b,18,21-trihydroxypregn-4-ene-3,20-dione O[C@@H]1[C@@H]2[C@]3(CCC(C=C3CC[C@H]2[C@@H]2CC[C@H](C(CO)=O)[C@]2(C1)CO)=O)C